NC1=CC(=NC=N1)OC1=C(C(=C(C=C1)N1C(N(CC1=O)C1=CC(=CC=C1)C(F)(F)F)=O)C)CC 3-{4-[(6-amino-4-pyrimidinyl)oxy]-3-ethyl-2-methylphenyl}-1-[3-(trifluoromethyl)phenyl]-2,4-imidazolidinedione